trans-1-({[2-(iodomethyl)cyclopropyl]methoxy}methyl)-4-methoxybenzene IC[C@H]1[C@@H](C1)COCC1=CC=C(C=C1)OC